OC(CCCCCCCCCCCC(=O)OCC)C(CCCCCCCC)O ethyl 13,14-dihydroxybehenate